N,N-didecyl-N,N-dimethylammonium chloride [Cl-].C(CCCCCCCCC)[N+](C)(C)CCCCCCCCCC